N-(4-(4-amino-1-(3-fluoro-4-(3-formylazetidin-1-yl)phenyl)-1H-pyrazolo[3,4-d]pyrimidin-3-yl)benzyl)-5-fluoro-2-methoxybenzamide NC1=C2C(=NC=N1)N(N=C2C2=CC=C(CNC(C1=C(C=CC(=C1)F)OC)=O)C=C2)C2=CC(=C(C=C2)N2CC(C2)C=O)F